FC1=C(C=C(C=C1)OC)C1=C(C=C(C=C1)COC1OCCCC1)CC(C(=O)OCC)(C)C ethyl 3-(2'-fluoro-5'-methoxy-4-(((tetrahydro-2H-pyran-2-yl)oxy)methyl)-[1,1'-biphenyl]-2-yl)-2,2-dimethylpropanoate